Cl.NC(=O)[C@H](O)[C@@H](O)[C@H](O)[C@H](O)CO aminoglucose hydrochloride